3,3'-undecamethylenebis(5-hydroxy-1H-1,2,4-triazole) OC1=NC(=NN1)CCCCCCCCCCCC1=NNC(=N1)O